N[C@@H](CS(=O)(=O)O)C(=O)OC (R)-2-amino-3-methoxy-3-oxopropane-1-sulfonic acid